4,5-dihydro-3H-naphtho[1,2-d][1,2,3]triazole N1=NNC2=C1C1=CC=CC=C1CC2